C[C@H]1C[C@H]2[C@@H]3C[C@@H](C4=CC(=O)C=C[C@@]4([C@]3([C@H](C[C@@]2([C@]1(C(=O)CO)O)C)O)F)C)F The molecule is the 16beta-analogue of flumethasone. It is used as the 17,21-diacetate as a topical anti-inflammatory and antipruritic in the treatment of various skin disorders. It has a role as an anti-inflammatory drug. It is an 11beta-hydroxy steroid, a 20-oxo steroid, a 17alpha-hydroxy steroid, a fluorinated steroid, a glucocorticoid, a 21-hydroxy steroid, a 3-oxo-Delta(1),Delta(4)-steroid, a primary alpha-hydroxy ketone and a tertiary alpha-hydroxy ketone. It derives from a hydride of a pregnane.